[N+](=O)([O-])C1=CC=C(C=N1)N1CCN(CC1)C(=O)OC(C)(C)C tert-butyl 4-(6-nitro-pyrid-3-yl)piperazine-1-carboxylate